N4-methyl-5-amino-5-hydroxycytidine CNC1=NC(N([C@H]2[C@H](O)[C@H](O)[C@@H](CO)O2)CC1(O)N)=O